C[C@H]1N(CCN(C1=O)C)CCCOC=1C=C(C=CC1)C1=NC2=CC=C(C=C2C=C1)C=1C2=C(C(N(C1)C)=O)N(C=C2)S(=O)(=O)C2=CC=C(C)C=C2 (R)-4-{2-[3-(3-(2,4-dimethyl-3-oxopiperazin-1-yl)propoxy)phenyl]quinolin-6-yl}-6-methyl-1-tosyl-1H-pyrrolo[2,3-c]pyridin-7(6H)-one